CC=1C=C(OCC(CO)O)C=CC1 3-(3-methylphenoxy)-1,2-propanediol